Cl.COC(=O)[C@@H]1[C@H]2C([C@H]2CN1)(C)C (1R,2S,5S)-6,6-dimethyl-3-azabicyclo[3.1.0]hexane-2-carboxylic acid methyl ester HCl salt